((3R)-7-fluoro-1-methyl-2-oxo-8-((2-(trifluoromethyl)phenyl)methyl)-1,2,3,4-tetrahydroquinolin-3-yl)urea FC1=CC=C2C[C@H](C(N(C2=C1CC1=C(C=CC=C1)C(F)(F)F)C)=O)NC(=O)N